(7R)-6-(2,2-difluoroethyl)-3-[5-(difluoromethyl)-1,3,4-oxadiazol-2-yl]-7-(4-fluorophenyl)-7-methyl-7,8-dihydro-1,6-naphthyridin-5(6H)-one FC(CN1C(C=2C=C(C=NC2C[C@]1(C)C1=CC=C(C=C1)F)C=1OC(=NN1)C(F)F)=O)F